3-(3-(7-((4-methoxybenzyl)(methyl)amino)-1,6-naphthyridin-3-yl)-4-methylphenyl)-1-methylurea COC1=CC=C(CN(C2=NC=C3C=C(C=NC3=C2)C=2C=C(C=CC2C)NC(NC)=O)C)C=C1